tert-butyl ((3-(4-methoxybenzyl)-4-oxo-3,4-dihydrophthalazin-1-yl)methyl)(3-oxo-3-(3-(5-(trifluoromethyl)pyridin-2-yl)-3,8-diazabicyclo[3.2.1]octan-8-yl)propyl)carbamate COC1=CC=C(CN2N=C(C3=CC=CC=C3C2=O)CN(C(OC(C)(C)C)=O)CCC(N2C3CN(CC2CC3)C3=NC=C(C=C3)C(F)(F)F)=O)C=C1